(E)-3-(((2,2-Dioxido-1,2-oxathiolan-4-yl)oxy)dimethylsilyl)acrylonitrile O=S1(OCC(C1)O[Si](/C=C/C#N)(C)C)=O